FC=1C=C(CNC)C=CC1F (3,4-difluorobenzyl)-methylamine